O.C(C=O)(=O)O glyoxylic acid, hydrate